6-amino-1-hexanoate NCCCCCC(=O)[O-]